CC1=C(C=C(C=C1)NC(=O)C=1N=NC=C(C1)C(F)(F)F)C1=CN=NC(=C1)N1CCOCC1 N-(4-methyl-3-(6-morpholinopyridazin-4-yl)phenyl)-5-(trifluoromethyl)pyridazine-3-carboxamide